4-((3,6-dioxo-1-(propynyl)piperazine-2-ylidene)methyl)benzoic acid O=C1C(N(C(CN1)=O)C#CC)=CC1=CC=C(C(=O)O)C=C1